The molecule is a thiamine phosphate having an O-triphosphate moiety. It has a role as a mouse metabolite. It is a conjugate acid of a thiamine(1+) triphosphate(1-) and a thiamine(1+) triphosphate(4-). CC1=C(SC=[N+]1CC2=CN=C(N=C2N)C)CCOP(=O)(O)OP(=O)(O)OP(=O)(O)O